tert-Butyl trans-3-[6-(benzylsulfanyl)pyridin-3-yl]-2,2-dimethylcyclopropanecarboxylate C(C1=CC=CC=C1)SC1=CC=C(C=N1)[C@@H]1C([C@H]1C(=O)OC(C)(C)C)(C)C